BrC=1C(=C(C=CC1)N1C(NC2=C(C=CC=C2C1=O)F)=O)C 3-(3-bromo-2-methylphenyl)-8-fluoroquinazolin-2,4(1H,3H)-dione